FC1=CC(=C(C(=O)C2=C(C3=C(S2)C=C(C=C3)C(=O)O)OC3=CC=C(C=C3)OC3CN(C3)CCCF)C(=C1)C)C 2-(4-Fluoro-2,6-dimethylbenzoyl)-3-(4-((1-(3-fluoropropyl)azetidin-3-yl)oxy)phenoxy)benzo[b]thiophene-6-carboxylic acid